NCCCNCCCC(CN)C N5-(3-Amino-propyl)-2-methyl-1,5-pentandiamin